6-fluoro-5-(4-((5-fluoro-2-methyl-3-oxo-4H-quinoxalin-6-yl)methyl)piperazin-1-yl)-N-(Methyl-d3)pyridine-2-carboxamide FC1=C(C=CC(=N1)C(=O)NC([2H])([2H])[2H])N1CCN(CC1)CC=1C(=C2NC(C(=NC2=CC1)C)=O)F